2,5-dichloro-4-(tetrahydro-2H-pyran-2-yl)pyrimidine ClC1=NC=C(C(=N1)C1OCCCC1)Cl